C(C)(C)SCOC=1C=C2C=CNC2=CC1 5-Isopropylthiomethoxyindole